[Br-].CCCCCCCCCC n-decane bromide